(8S)-7-((4-phenoxy-pentanoyl)glycyl)-1,4-dioxa-7-azaspiro[4.4]nonane-8-carboxylic acid O(C1=CC=CC=C1)C(CCC(=O)NCC(=O)N1CC2(OCCO2)C[C@H]1C(=O)O)C